COC=1C=C2C(=CC=NC2=CC1OC)NC1=CC(=CC(=C1)OC1CCOCC1)OC 6,7-Dimethoxy-N-(3-methoxy-5-((tetrahydro-2H-pyran-4-yl)oxy)phenyl)quinolin-4-amine